C(CCCCCCCCCCCCCCC)(=O)OCC(COC(CCCCCCCCCCCCCCC)=O)OC(NC1(CN(C1)C)C)=O 2-(((1,3-dimethylazetidin-3-yl)carbamoyl)oxy)propane-1,3-diyl dipalmitate